N1(CCOCC1)C1=NC2=CC=CC=C2C=N1 2-(morpholin-4-yl)quinazolin